NC1=C(C(=NC=C1)Cl)C(C(F)(F)F)=O 1-(4-amino-2-chloropyridin-3-yl)-2,2,2-trifluoroethanone